C(C)N1C(NC(C=C1CC)=O)C1=C(C=CC(=C1)NC(CN1CCN(CC1)C)=O)OCCC 1,6-diethyl-2-[2-n-propoxy-5-(2-(4-methylpiperazin-1-yl)acetamido)phenyl]pyrimidin-4(3H)-one